C(=O)(OC(C)(C)C)N1C[C@@H](CCC1)C(=O)N (R)-1-Boc-3-piperidinecarboxamide